C(#N)C(C(=O)NC1=C(C=CC(=C1)Br)Br)=C(C)O 2-cyano-N-(2,5-dibromophenyl)-3-hydroxy-2-butenamide